isochroman-7-yl-methanone C1OCCC2=CC=C(C=C12)C=O